Acryloyl-morpholine C(C=C)(=O)N1CCOCC1